5-(2-(3-(2-cyclopropylethyl)-3-(ethoxymethyl)pyrrolidin-1-yl)propan-2-yl)-2-methylpyridine C1(CC1)CCC1(CN(CC1)C(C)(C)C=1C=CC(=NC1)C)COCC